methyl 7-chloro-1-((2-(trimethylsilyl) ethoxy) methyl)-1H-pyrrolo[3,2-b]pyridine-5-carboxylate ClC1=C2C(=NC(=C1)C(=O)OC)C=CN2COCC[Si](C)(C)C